5,7-difluoro-3,4-dihydronaphthalen-2(1H)-one FC1=C2CCC(CC2=CC(=C1)F)=O